1-bromo-4-(bromomethyl)-2-methoxy-3-nitrobenzene BrC1=C(C(=C(C=C1)CBr)[N+](=O)[O-])OC